N=1C=NN2C1C=CC(=C2)C2=CC(=NN2C2=NC(=CC=C2)C)CC(=O)NC2=CC=C(C=C2)N2CCCC2 5-([1,2,4]triazolo[1,5-a]pyridin-6-yl)-N-(4-(pyrrolidin-1-yl)phenyl)1-(6-methylpyridin-2-yl)-1H-pyrazole-3-carboxyamide